Cl.Cl.OC1=CC=C2C(CC3(CCC=4C=NC=NC4C3)C2=C1)=O 6-hydroxy-5',8'-dihydro-6'H-spiro[indene-1,7'-quinazoline]-3(2H)-one dihydrochloride